NC1=C2C(=NC=N1)N(N=C2C2=CC=C(C#N)C=C2)[C@@H]2O[C@@H]([C@H]([C@H]2O)O)CSCC=2C(=NOC2C2=CC=CC=C2)C 4-(4-Amino-1-((2R,3R,4S,5S)-3,4-dihydroxy-5-((((3-methyl-5-phenylisoxazol-4-yl)methyl)thio)methyl)tetrahydrofuran-2-yl)-1H-pyrazolo[3,4-d]pyrimidin-3-yl)benzonitrile